2-chloro-1-cyclopropoxy-4-nitrobenzene ClC1=C(C=CC(=C1)[N+](=O)[O-])OC1CC1